1,3-cyclohexanedi(methylamine) C1(CC(CCC1)CN)CN